CC(=O)N(CCC1=CNC2=CC=CC=C21)O n-acetyl-hydroxytryptamine